F[C@@H]1C[C@H](N(C1)C(=O)OC(C)(C)C)C1=NC(=NO1)C1=CC(=C(C=C1)OCCCCCCCC)C(F)(F)F tert-butyl (2S,4R)-4-fluoro-2-(3-(4-(octyloxy)-3-(trifluoromethyl)phenyl)-1,2,4-oxadiazol-5-yl)pyrrolidine-1-carboxylate